(S)-10-ethyl-2-methyl-7-(6-(3-(piperidin-1-yl)propoxy)pyridin-3-yl)-9,10-dihydro-8-oxa-2,4,10a-triazanaphtho[2,1,8-cde]Azulene-1(2H)-one C(C)[C@H]1COC2=C3C4=C(N(C(N14)=O)C)C=NC3=CC=C2C=2C=NC(=CC2)OCCCN2CCCCC2